10-(4-Bromophenyl)benzo[h]quinoline BrC1=CC=C(C=C1)C1=CC=CC2=CC=C3C=CC=NC3=C21